4-(Di-tert-Butylphosphoryl)benzenesulfonamide C(C)(C)(C)P(=O)(C(C)(C)C)C1=CC=C(C=C1)S(=O)(=O)N